C(C)(C)(C)OC(=O)N1C[C@@H]2COC3=C(C(N2CC1)=O)C=C(C(=C3Cl)Br)O (12AR)-9-bromo-10-chloro-8-hydroxy-6-oxo-3,4,12,12a-tetrahydro-6H-pyrazino[2,1-c][1,4]benzoxazepine-2(1H)-carboxylic acid tert-butyl ester